C(#N)C1=CC(=C(C=C1)NS(=O)(=O)C1=CNC=C1C=1C=NC=CC1)F N-(4-cyano-2-fluorophenyl)-4-(pyridin-3-yl)-1H-pyrrole-3-sulfonamide